3-bromo-5-chloropyrazolo[1,5-a]pyridine BrC=1C=NN2C1C=C(C=C2)Cl